(2S,4R)-2-[(1S)-1-hydroxyethyl]-4-methoxypyrrolidine-1-carboxylic acid tert-butyl ester C(C)(C)(C)OC(=O)N1[C@@H](C[C@H](C1)OC)[C@H](C)O